2-chloro-6-methyl-pyridine-3-carbonitrile ClC1=NC(=CC=C1C#N)C